C(C)(C)(C)OC(=O)N1CCC2(CC(C2)CCC2=CC3=C(N(C(N3C)=O)C3C(NC(CC3)=O)=O)C=C2)CC1 Tert-butyl-2-[2-[1-(2,6-dioxo-3-piperidyl)-3-methyl-2-oxo-benzimidazol-5-yl]ethyl]-7-azaspiro[3.5]nonane-7-carboxylate